1-(pyridine-3-ylmethyl)piperidine N1=CC(=CC=C1)CN1CCCCC1